ClC1=NC(=NC=C1F)C(C)(F)F 4-Chloro-2-(1,1-difluoroethyl)-5-fluoropyrimidine